methyl N-[5-[6-[(4-cyano-3-ethoxy-benzoyl)-methyl-amino]-8-methyl-imidazo[1,2-a]pyridin-3-yl]-2-pyridyl]carbamate C(#N)C1=C(C=C(C(=O)N(C=2C=C(C=3N(C2)C(=CN3)C=3C=CC(=NC3)NC(OC)=O)C)C)C=C1)OCC